(R)-2-(2-amino-3-phenylpropoxy)-6-ethoxybenzoic acid benzyl ester hydrochloride Cl.C(C1=CC=CC=C1)OC(C1=C(C=CC=C1OCC)OC[C@@H](CC1=CC=CC=C1)N)=O